C(#N)CCC1(CC(N(C1)C(=O)[O-])C(=O)[O-])C(=O)[O-] 4-(2-cyanoethyl)pyrrolidine-1,2,4-tricarboxylate